OC=1C=C(C=CC1)C#CC1=CC=C(C=C1)O 3,4'-dihydroxytolan